trans-N-(8-amino-6-(4-(2-hydroxyethyl)pyridin-3-yl)isoquinolin-3-yl)-2-cyanocyclopropane-1-carboxamide NC=1C=C(C=C2C=C(N=CC12)NC(=O)[C@H]1[C@@H](C1)C#N)C=1C=NC=CC1CCO